N-(1,1-Dioxidotetrahydro-2H-thiopyran-4-yl)-2-(1H-imidazol-1-yl)-5H-pyrrolo[3,2-d]pyrimidine-4-carboxamide O=S1(CCC(CC1)NC(=O)C=1C2=C(N=C(N1)N1C=NC=C1)C=CN2)=O